2,4-dichloro-6-cyano-pyrimidine-5-carboxylic acid methyl ester COC(=O)C=1C(=NC(=NC1C#N)Cl)Cl